methyl 2-morpholino-5-nitrobenzo[d]oxazole-6-carboxylate O1CCN(CC1)C=1OC2=C(N1)C=C(C(=C2)C(=O)OC)[N+](=O)[O-]